4,5-dichlorophthalic acid, anhydride ClC=1C=C2C(C(=O)OC2=O)=CC1Cl